2'-(3-nitrophenoxy)-6'-(prop-1-en-2-yl)-2,4'-bipyridine [N+](=O)([O-])C=1C=C(OC2=NC(=CC(=C2)C2=NC=CC=C2)C(=C)C)C=CC1